2-Bromo-5-decylfuran BrC=1OC(=CC1)CCCCCCCCCC